ClC=1C(N(C(=CC1OC([2H])([2H])C1=NC=C(C=C1F)F)C)C1=CC(=NC=C1C)N1N=C(C(=C1)C(F)(F)F)C(C)(C)NC(C)=O)=O N-(2-(1-(3-chloro-4-((3,5-difluoropyridin-2-yl)methoxy-d2)-5',6-Dimethyl-2-oxo-2H-[1,4'-bipyridine]-2'-yl)-4-(trifluoromethyl)-1H-pyrazole-3-yl)propan-2-yl)acetamide